benzyl (3-cyclohexyl-1-(((S)-1-hydroxy-3-((S)-2-oxopyrrolidin-3-yl)propan-2-yl)amino)-3-methyl-1-oxobutan-2-yl)carbamate C1(CCCCC1)C(C(C(=O)N[C@H](CO)C[C@H]1C(NCC1)=O)NC(OCC1=CC=CC=C1)=O)(C)C